ICCCCCCCCCCCCCCCCCCCCCCCCCC iodohexacosane